FC=1C=CC=C2C(=NN(C12)COCC[Si](C)(C)C)C(=O)[O-] 7-fluoro-1-((2-(trimethylsilyl)ethoxy)methyl)-1H-indazole-3-carboxylate